COCCN(CC[C@@H](C(=O)O)NC1=NC=NC2=CC(=CC=C12)C(F)(F)F)CCCCC1=NC=2NCCCC2C=C1C=C (S)-4-((2-methoxyethyl)(4-(3-vinyl-5,6,7,8-tetrahydro-1,8-naphthyridin-2-yl)butyl)amino)-2-((7-(trifluoromethyl)quinazolin-4-yl)amino)butanoic acid